C(C)(C)(C)OC(=O)NC(CCN(CCCCNCCC(NC(OC(C)(C)C)=O)(CC)CC)C(CCCC(=O)O)=O)(CC)CC 14-(3-((tert-butoxycarbonyl)amino)-3-ethylpentyl)-6,6-diethyl-2,2-dimethyl-4,15-dioxo-3-oxa-5,9,14-triazanonadecan-19-oic acid